COC1(CCC(CC1)C(=O)NN)CCC 4-methoxy-4-propylcyclohexanecarbohydrazide